9Z,11E,13Z-octadeca-9,11,13-trienoic acid C(CCCCCCC\C=C/C=C/C=C\CCCC)(=O)O